C(C)(C)(C)OC(=O)N1[C@@H](C[C@H](C1)O[Si](C)(C)C(C)(C)C)C=1NC=C(N1)C(F)(F)F (2S,4R)-4-[tert-butyl-(dimethyl)silyl]oxy-2-[4-(trifluoromethyl)-1H-imidazol-2-yl]pyrrolidine-1-carboxylic acid tert-butyl ester